(2-Iodo-4-(trifluoromethyl)phenyl)methanol tert-butyl-rel-(trans)-3-cyano-4-phenylpyrrolidine-1-carboxylate C(C)(C)(C)C1N(CC(C1C#N)C1=CC=CC=C1)C(=O)OCC1=C(C=C(C=C1)C(F)(F)F)I